C[C@H]1[C@@H]([C@H]([C@H]([C@@H](O1)OC2=C(OC3=CC(=CC(=C3C2=O)O)O)C4=CC(=C(C=C4)O)O)O[C@H]5[C@@H]([C@H]([C@@H]([C@H](O5)CO)O)O)O)O)O The molecule is a quercetin O-glycoside that consists of quercetin substituted by a beta-D-glucopyranosyl-(1->2)-rhamnopyranosyl moiety at position 3 via a glycosidic linkage. Isolated from the leaves of Ginkgo biloba, it exhibits antioxidant activity. It has a role as a metabolite and an antioxidant. It is a disaccharide derivative and a quercetin O-glycoside.